diaminoglucose C(=O)[C@@H]([C@H]([C@@H]([C@@H](C(N)(N)O)O)O)O)O